Pentane-1-ylcarbamic acid tert-butyl ester C(C)(C)(C)OC(NCCCCC)=O